diethyl (2-[4-[(1S,4S,5R)-5-[[5-cyclopropyl-3-(2,6-dichlorophenyl)-1,2-oxazol-4-yl]methoxy]-2-azabicyclo[2.2.1]heptan-2-yl]phenyl]ethyl)phosphonate C1(CC1)C1=C(C(=NO1)C1=C(C=CC=C1Cl)Cl)CO[C@H]1[C@@H]2CN([C@H](C1)C2)C2=CC=C(C=C2)CCP(OCC)(OCC)=O